2-(4-(5-Chloro-2-(4-chloro-1H-1,2,3-triazol-1-yl)phenyl)-2,5-dioxapiperazin-1-yl)-3-(2,4-difluorophenyl)propanoic acid tert-butyl ester C(C)(C)(C)OC(C(CC1=C(C=C(C=C1)F)F)N1OCN(OC1)C1=C(C=CC(=C1)Cl)N1N=NC(=C1)Cl)=O